C(C)(C)(C)OC(=O)N1CC2=C(C[C@H]1C)N=C(S2)C2CC2.O2COC1=C2C=CC(=C1)/C=C/C(=O)N1C(OCC1)=O (E)-3-(3-(benzo[d][1,3]dioxolan-5-yl)acryloyl)oxazolidin-2-one tert-butyl-(R)-2-cyclopropyl-6-methyl-6,7-dihydrothiazolo[5,4-c]pyridine-5(4H)-carboxylate